ClC=1C(=NC=CC1C)N1N(C(=C(C1=O)NC(C1=CC=C(C=C1)OC(F)F)=O)C1=C(C=C(C=C1F)OC)F)C N-[2-(3-chloro-4-methylpyridin-2-yl)-5-(2,6-difluoro-4-methoxyphenyl)-1-methyl-3-oxo-2,3-dihydro-1H-pyrazol-4-yl]-4-(difluoromethoxy)benzamide